ethyl (2Z)-4-[(14S)-8-tert-Butyl-12,12-dimethyl-2,2,4-trioxo-2λ6-thia-3,9,11,18,23-pentaazatetracyclo[17.3.1.111,14.05,10]tetracosa-1(23),5(10),6,8,19,21-hexaen-17-yl]but-2-enoate C(C)(C)(C)C=1C=CC=2C(NS(C=3C=CC=C(NC(CC[C@H]4CC(N(C2N1)C4)(C)C)C\C=C/C(=O)OCC)N3)(=O)=O)=O